ClCC1=CC=C(C=C1)[C@@H](C)N1CCN(CC1)C1=C(C=C(C#N)C=C1)F (R)-4-(4-(1-(4-(chloromethyl)phenyl)ethyl)piperazin-1-yl)-3-fluorobenzonitrile